NC1=C2C(=NC=N1)N(N=C2C2=CC=C(C=C2)OC2=CC=CC=C2)[C@H]2CN(CCC2)C(CC2=CC=C(CSC1=C3CN(CC3=CC=C1)C1C(NC(CC1)=O)=O)C=C2)=O 4-((4-(2-((R)-3-(4-amino-3-(4-phenoxyphenyl)-1H-pyrazolo[3,4-d]pyrimidin-1-yl)piperidin-1-yl)-2-oxoethyl)benzyl)thio)-2-(2,6-dioxopiperidin-3-yl)isoindoline